N1C=NC=C1.C(N)(OCCCC)=O butyl carbamate imidazole salt